tert-butyl 3,3-difluoro-5-[7-fluoro-4-(2-methoxyphenyl)-2-(1-methyl-4,6-dihydropyrrolo[3,4-c]pyrazole-5-carbonyl)-1-(2-trimethylsilylethoxymethyl)indol-6-yl]piperidine-1-carboxylate FC1(CN(CC(C1)C1=CC(=C2C=C(N(C2=C1F)COCC[Si](C)(C)C)C(=O)N1CC=2N(N=CC2C1)C)C1=C(C=CC=C1)OC)C(=O)OC(C)(C)C)F